6-bromo-2-fluoro-3-(prop-1-en-2-yl)pyridine BrC1=CC=C(C(=N1)F)C(=C)C